C(C)(C)(C)OC(=O)N1[C@@H](CC[C@H](C1)N(OCC1=CC=CC=C1)S(=O)(=O)C1=CC=CC=C1)C(=O)OC methyl (2S,5R)-1-(tert-butyloxycarbonyl)-5-(N-benzyloxy-benzenesulfonylamino)-piperidine-2-carboxylate